C(C1=CC=CC=C1)N1CCC(CC1)C(C(=O)C1=CC=C(C=C1)C1CCNCC1)C (1-Benzylpiperidin-4-yl)-1-(4-(piperidin-4-yl)phenyl)propan-1-one